NC=1C=C(C2=C(C(=CC=C2C1)F)C#C)C1=C(C=C2C(=NC(=NC2=C1F)OC[C@]12CCCN2C[C@@H](C1)F)N1C[C@@](CCC1)(O)C)F (3R)-1-(7-(3-Amino-8-ethynyl-7-fluoronaphthalen-1-yl)-6,8-difluoro-2-(((2R,7aS)-2-fluorotetrahydro-1H-pyrrolizin-7a(5H)-yl)methoxy)quinazolin-4-yl)-3-methylpiperidin-3-ol